2,3-dioxo-5-(m-tolylamino)-2,3-dihydro-1H-pyrrolo[3,2-c]isoquinoline-7-carboxylic acid O=C1C(C=2N=C(C=3C=C(C=CC3C2N1)C(=O)O)NC=1C=C(C=CC1)C)=O